4-methyl-N-(6-(trifluoromethyl)-1-(4-(trifluoromethyl)benzyl)-1H-indazol-3-yl)thiazole-5-carboxamide CC=1N=CSC1C(=O)NC1=NN(C2=CC(=CC=C12)C(F)(F)F)CC1=CC=C(C=C1)C(F)(F)F